FC(C1=CC=C(C=C1)CN)(F)F [4-(trifluoromethyl)phenyl]methanamine